6'-(((1S,3S)-3-((5-(difluoromethoxy)pyrimidin-2-yl)amino)cyclopentyl)amino)-5'-fluoro-2H-[1,3'-bipyridyl]-2-one FC(OC=1C=NC(=NC1)N[C@@H]1C[C@H](CC1)NC1=C(C=C(C=N1)N1C(C=CC=C1)=O)F)F